C(C1=CC=CC=C1)C1=NC(OC1)=O (R)-4-benzyloxazolin-2-one